C(=C)OC(C)COC(C)COC=C dipropyleneglycol divinyl ether